Cl.N1=C(C)C(O)=C(C=O)C(CO)=C1 Pyridoxal HCl